NC1=C2C(N(C(C2=CC=C1)=O)C1C(NC(CC1)=O)=O)=O amino-2-(2,6-dioxopiperidin-3-yl)isoindoline-1,3-dione